BrC=1N=C(C(=NC1)N)OC=1C=NN(C1)C1CCN(CC1)C 5-bromo-3-(1-(1-methylpiperidin-4-yl)-1H-pyrazol-4-yloxy)pyrazin-2-amine